N-[5-(2-{[5-(trifluoromethyl)pyridin-2-yl]amino}ethyl)-1H-indol-3-yl]acetamide FC(C=1C=CC(=NC1)NCCC=1C=C2C(=CNC2=CC1)NC(C)=O)(F)F